tris(2,6-dimethyl-4-vinylphenyl)phosphate CC1=C(C(=CC(=C1)C=C)C)OP(=O)(OC1=C(C=C(C=C1C)C=C)C)OC1=C(C=C(C=C1C)C=C)C